3,4-diaminothieno[2,3-B]thiophene-2,5-dinitrile NC1=C(SC=2SC(=C(C21)N)C#N)C#N